ClC=1C=C(C=CC1F)NC(=O)C=1C(=C(N2CCCCC12)C(C(=O)NCC(CO)(C)C)=O)C N-(3-chloro-4-fluorophenyl)-3-(2-((3-hydroxy-2,2-dimethylpropyl)amino)-2-oxoacetyl)-2-methyl-5,6,7,8-tetrahydroindolizine-1-carboxamide